3-Cyano-2-methoxy-6-methyl-N-(3-(oxazol-5-yl)-1H-indazol-5-yl)benzamide C(#N)C=1C(=C(C(=O)NC=2C=C3C(=NNC3=CC2)C2=CN=CO2)C(=CC1)C)OC